OCC1C(NC(N1)=O)=O 5-hydroxymethylhydantoin